3-(1,2,3,5,6,7-hexahydro-s-indacen-4-yl)-1-[(oxan-4-yl)(1H-pyrazol-4-yl)sulfamoyl]urea sodium salt [Na].C1CCC2=C(C=3CCCC3C=C12)NC(NS(N(C=1C=NNC1)C1CCOCC1)(=O)=O)=O